ClCC(=O)N(C[C@H]1C(NCC1)=O)CC([C@H](CC(C)C)N1C([C@H](CC1)NC(OC(C)(C)C)=O)=O)=O Tert-butyl ((S)-1-((S)-1-(2-chloro-N-(((S)-2-oxopyrrolidin-3-yl)methyl)acetamido)-5-methyl-2-oxohexan-3-yl)-2-oxopyrrolidin-3-yl)carbamate